C(C)N1CC2=CC(=CC(=C2CC1=O)[C@H]1N(CCC1)C(=O)OC(C)(C)C)C=1C=C2C(=NC1)NC=C2C tert-butyl (S)-2-(2-ethyl-7-(3-methyl-1H-pyrrolo[2,3-b]pyridin-5-yl)-3-oxo-1,2,3,4-tetrahydroisoquinolin-5-yl)pyrrolidine-1-carboxylate